FS(=O)(=O)NC(C1=CC=CC=C1)(C)C N-fluorosulfonyl-α,α-dimethylbenzylamine